(2-hydroxyphenyl)-pyridine OC1=C(C=CC=C1)C1=NC=CC=C1